5-(furan-2-yl)-7-(trifluoromethyl)pyrazolo[1,5-a]pyrimidine O1C(=CC=C1)C1=NC=2N(C(=C1)C(F)(F)F)N=CC2